2,3-dihydrooxazole O1CNC=C1